3-(pyrazin-2-yl)-1H-indazole N1=C(C=NC=C1)C1=NNC2=CC=CC=C12